N-(Naphthalen-1-yl)-4-phenylpyrrolidine-3-carboxamide hydrochloride Cl.C1(=CC=CC2=CC=CC=C12)NC(=O)C1CNCC1C1=CC=CC=C1